dibenzyl-(2-(pyridin-4-yl)ethyl)phosphorus oxide C(C1=CC=CC=C1)P(CCC1=CC=NC=C1)(CC1=CC=CC=C1)=O